methyl acrylate sodium salt [Na].C(C=C)(=O)OC